FC=1C=C(CN2N=CC(=C2)CNC2=NC=3N([C@H](C(NC3C(=N2)C)=O)C)C)C=CC1OC (7S)-2-(((1-(3-fluoro-4-methoxybenzyl)-1H-pyrazol-4-yl)methyl)amino)-4,7,8-trimethyl-7,8-dihydropteridin-6(5H)-one